FC(C=1C=C(COC(=O)N2CCN(CC2)C(CSC=2C=CC3=C(NN=N3)C2)=O)C=C(C1)C(F)(F)F)(F)F.C[Si](N([Si](C)(C)C)CCC[Si](OCC)(OCC)C)(C)C N,N-bis(trimethylsilyl)aminopropylmethyldiethoxysilane 3,5-bis(trifluoromethyl)benzyl-4-(2-((1H-benzo[d][1,2,3]triazol-6-yl)thio)acetyl)piperazine-1-carboxylate